ClC1=CC=C(C=C1)N[C@H]1[C@H](CNCC1)C (3S,4R)-N-(4-chlorophenyl)-3-methyl-piperidin-4-amine